CC1=C(OC2=C1C=C(C=C2)S(NCCC2=CC=C(C=C2)NC)(=O)=O)C(=O)O 3-methyl-5-(N-(4-(methylamino)phenethyl)sulfamoyl)benzofuran-2-carboxylic acid